C(C)(C)(C)OC(N[C@@H]1CC[C@H](CC1)C=1SC(=CN1)C1=C(C=C(C=C1)Br)S(NCC)(=O)=O)=O trans-N-[4-[5-[4-bromo-2-(ethylsulfamoyl)phenyl]thiazol-2-yl]cyclohexyl]carbamic acid tert-butyl ester